C(C)(C)(C)OC(=O)N1C(CC12CNC2)C2=NC(=CC=C2)C#N (6-cyanopyridin-2-yl)-1,6-diazaspiro[3.3]heptane-1-carboxylic acid tert-butyl ester